N1(C=NC=C1)C=1C=CC(=C(C1)O)C1=CN=C(N=N1)OC1CCNCC1 5-(1H-imidazol-1-yl)-2-(3-(piperidin-4-yloxy)-1,2,4-triazin-6-yl)phenol